methyl-((12-(tert-butoxy)-12-oxododecyl) oxy)-2-methylbenzoate CC1=C(C(=C(C(=O)[O-])C=C1)C)OCCCCCCCCCCCC(=O)OC(C)(C)C